4-(tert-butyl)-N-(3',4'-dimethoxy-2-(2H-tetrazol-5-yl)-[1,1'-biphenyl]-4-yl)piperidine-1-carboxamide C(C)(C)(C)C1CCN(CC1)C(=O)NC1=CC(=C(C=C1)C1=CC(=C(C=C1)OC)OC)C=1N=NNN1